N-((1S,2S)-2-Methylcyclopropyl)-2-((R)-2-methylmorpholino)thieno[2,3-d]thiazole-5-carboxamide C[C@@H]1[C@H](C1)NC(=O)C1=CC2=C(N=C(S2)N2C[C@H](OCC2)C)S1